C1(CC1)N1C(=NC2=C1C=C(C=C2)O)OC cyclopropyl-2-methoxy-1H-benzo[d]imidazol-6-ol